C=1N=CN2C1C1=CC=CC=C1[C@@H]2C2C(CC21CCC1)O ((S)-5H-imidazo[5,1-a]isoindol-5-yl)spiro[3.3]heptan-2-ol